NC(=O)NC(OCC(CC1=CC=CC=C1)NC)=O 2-(methylamino)-3-phenylpropyl (aminocarbonyl)carbamate